S(=O)(=O)(OC=1C=CC=2C3=C(C=NC2C1)C=1C=CC(=CC1OC3C3=CC=C(C=C3)OCCN3CC(C3)CF)C(F)(F)F)O [5-[4-[2-[3-(fluoromethyl) azetidin-1-yl]ethoxy]phenyl]-8-(trifluoromethyl)-5H-chromeno[4,3-c]quinolin-2-yl] hydrogen sulfate